N1=C(C=NC=C1)C1=CC=C2C=NC(=NN21)N[C@H]2[C@@H](COCC2)O (3S,4R)-4-((7-(pyrazin-2-yl)pyrrolo[2,1-f][1,2,4]triazin-2-yl)amino)tetrahydro-2H-pyran-3-ol